3-(4-benzyloxy-2-ethyl-5-methyl-pyrazol-3-yl)-4-[(4-methoxyphenyl)-methyl]-1,2,4-triazole C(C1=CC=CC=C1)OC1=C(N(N=C1C)CC)C1=NN=CN1CC1=CC=C(C=C1)OC